C1(CCCC1)C(CC)(CC(CC)C)O 3-Cyclopentyl-5-methyl-heptan-3-ol